N-(4-sulfonylaminophenyl)acrylamide S(=O)(=O)=NC1=CC=C(C=C1)NC(C=C)=O